tert-butyl 2-(2-hydroxyethyl)-4-(3-((4-(trifluoromethyl)phenyl)amino)pyrazin-2-yl)piperazine-1-carboxylate OCCC1N(CCN(C1)C1=NC=CN=C1NC1=CC=C(C=C1)C(F)(F)F)C(=O)OC(C)(C)C